4-((6-bromonaphthalen-2-yl)oxy)-1H-1,2,3-triazole-5-carboxylic acid BrC=1C=C2C=CC(=CC2=CC1)OC=1N=NNC1C(=O)O